(2-chlorophenyl)-N-[3-{[(dimethylamino)methylene]sulfamoyl}-4-(1H-pyrrol-3-yl)phenyl]acetamide ClC1=C(C=CC=C1)CC(=O)NC1=CC(=C(C=C1)C1=CNC=C1)S(N=CN(C)C)(=O)=O